O=C1NC(CCC1N1C(C2=CC=C(C=C2C1)CNC([C@H](C1=CC=CC=C1)NC(O)=O)=O)=O)=O ((1S)-2-(((2-(2,6-Dioxopiperidin-3-yl)-1-oxoisoindolin-5-yl)methyl)amino)-2-oxo-1-phenylethyl)carbamic acid